ClC1=C(C=CC=C1)C1=CC(=NO1)CNC(=O)C1=C(C2=C(CCC3=CN(N=C23)CC2=NC=CC=C2)O1)C N-{[5-(2-Chlorophenyl)-1,2-oxazol-3-yl]methyl}-8-methyl-2-(pyridin-2-ylmethyl)-4,5-dihydro-2H-furo[2,3-g]indazol-7-carboxamid